FC(N1N=CC(=C1)C1=CC=C2C(=CC=NC2=C1)OC1=CC=C(C=C1)NC(=O)C=1C=NC(=C(C1O)C1=CC=C(C=C1)F)C)F N-[4-[7-[1-(difluoromethyl)pyrazol-4-yl]quinolin-4-yl]oxyphenyl]-5-(4-fluorophenyl)-4-hydroxy-6-methylpyridine-3-carboxamide